[1,3]Dioxol-5-carboxamide O1COC=C1C(=O)N